C(C)(C)(C)OC(=O)N1CC2(CC2)C(C1)NC1=NC(=C(C=C1)C1=NC=CC(=N1)C#N)C 7-((5-(4-cyanopyrimidin-2-yl)-6-methylpyridin-2-yl)amino)-5-azaspiro[2.4]heptane-5-carboxylic acid tert-butyl ester